COC=1C=C(C=CC1OCC=1C=NC(=NC1)C)NC=1C=C2N=C(C=NC2=CC1)N1CCOCC1 6-((3-methoxy-4-((2-methylpyrimidin-5-yl)methoxy)phenyl)amino)-3-morpholino-quinoxaline